5-Chloro-2-(2-methyl-4-(1,4-dioxaspiro[4.5]decan-8-yl)benzo[d][1,3]dioxol-2-yl)pyridine ClC=1C=CC(=NC1)C1(OC2=C(O1)C=CC=C2C2CCC1(OCCO1)CC2)C